CC=1N=C(N2C1C=NC=C2)C(F)(F)F 1-methyl-3-(trifluoromethyl)imidazo[1,5-a]pyrazine